C[Si](CCOCN1N=CC2=CC=CC(=C12)C=1C=C(C(=O)O)C=CC1)(C)C 3-(1-((2-(trimethylsilyl)ethoxy)methyl)-1H-indazol-7-yl)benzoic acid